COC(CNCCOC)OC 2,2-dimethoxy-N-(2-methoxyethyl)ethanamine